[3-(2-chloro-4-ethylsulfonyl-phenyl)-1,4-oxazepan-4-yl]-6-methyl-pyrimidin-2-amine ClC1=C(C=CC(=C1)S(=O)(=O)CC)C1COCCCN1C1=NC(=NC(=C1)C)N